(1R,3R,6R)-8-Imino-1,6-dimethyl-6-(8-(prop-1-yn-1-yl)dibenzo[b,d]thiophen-2-yl)-4-thia-7-azaspiro[2.5]octane 4,4-dioxide N=C1N[C@@](CS([C@@]12C[C@H]2C)(=O)=O)(C2=CC1=C(SC3=C1C=C(C=C3)C#CC)C=C2)C